1-Methyl-N-((1'-methyl-3H-spiro[benzofuran-2,4'-piperidin]-5-yl)methyl)-1H-pyrazol-4-amine CN1N=CC(=C1)NCC=1C=CC2=C(CC3(CCN(CC3)C)O2)C1